diphenyl-1-phenylphenylphosphine C1(=CC=CC=C1)P(C1(CC=CC=C1)C1=CC=CC=C1)C1=CC=CC=C1